(S)-6-((4-((2-hydroxy-1-phenylethyl)amino)-5-(3-(pyridin-3-yl)-1,2,4-oxadiazol-5-yl)pyrimidin-2-yl)amino)-1-isopropyl-1,2-dihydro-3H-pyrazolo[3,4-b]pyridin-3-one OC[C@H](C1=CC=CC=C1)NC1=NC(=NC=C1C1=NC(=NO1)C=1C=NC=CC1)NC1=CC=C2C(=N1)N(NC2=O)C(C)C